FC=1C=C(C=CC1C(F)(F)F)C1=CC=C2CCN(CC2=C1)CC=C 1-(7-(3-fluoro-4-(trifluoromethyl)phenyl)-3,4-dihydroisoquinolin-2(1H)-yl)prop-2-en